(S)-4-(4-(4-(((2-(2,6-dioxopiperidin-3-yl)-1-oxoisoindolin-4-yl)oxy)methyl)-3-fluorobenzyl)piperazin-1-yl)-3-fluorobenzonitrile O=C1NC(CC[C@@H]1N1C(C2=CC=CC(=C2C1)OCC1=C(C=C(CN2CCN(CC2)C2=C(C=C(C#N)C=C2)F)C=C1)F)=O)=O